C(C)C1CCC(CC1)OC[C@H]1[C@H](CCC2=CC=C(C(N12)=O)C)NS(N(C)C)(=O)=O |r| rac-N'-[(3S,4R)-4-({[(1s,4S)-4-ethylcyclohexyl]oxy}methyl)-7-methyl-6-oxo-1,3,4,6-tetrahydro-2H-quinolizin-3-yl]-N,N-dimethylsulfuric diamide